C1(CCCC1)C1C2C3C4C=CC(C3C(C1)C2)C4 9-cyclopentyl-tetracyclo[6.2.1.13,6.02,7]dodeca-4-ene